COC(=O)C=1C(=NN(C1)C(F)(F)Br)C 1-(bromodifluoromethyl)-3-methyl-1H-pyrazole-4-carboxylic acid methyl ester